(3S,4R)-4-(2-oxabicyclo[2.2.2]octan-4-ylmethoxy)-3-amino-2-methylpentan-2-ol C12OCC(CC1)(CC2)CO[C@@H]([C@@H](C(C)(O)C)N)C